(3-Amino-4-fluorophenyl)boronic acid NC=1C=C(C=CC1F)B(O)O